(S,E)-N-(5-(2-(2-(methoxymethyl)-2,3-dihydrobenzo[b][1,4]dioxin-6-yl)vinyl)-8-(methylamino)-2,7-naphthyridin-3-yl)cyclopropanecarboxamide COC[C@H]1COC2=C(O1)C=CC(=C2)/C=C/C2=C1C=C(N=CC1=C(N=C2)NC)NC(=O)C2CC2